2-(4-((R or S)-1-(((S)-((R)-5-cyano-1,2,3,4-tetrahydroquinolin-3-yl)(phenyl)methyl)amino)propan-2-yl)-2-methoxyphenyl)acetic acid C(#N)C1=C2C[C@H](CNC2=CC=C1)[C@@H](C1=CC=CC=C1)NC[C@H](C)C1=CC(=C(C=C1)CC(=O)O)OC |o1:21|